CN(C1=CC=C(C=C1)C(C)C)C N,N-dimethyl-p-isopropylaniline